tert-butyl (S)-2-((((9H-fluoren-9-yl)methoxy)carbonyl)amino)-4-(4-fluorophenyl)butanoate C1=CC=CC=2C3=CC=CC=C3C(C12)COC(=O)N[C@H](C(=O)OC(C)(C)C)CCC1=CC=C(C=C1)F